C1(CC1)C1=CC(=NN1C12CC(C1)(C2)C2CN(C2)C(=O)N2CC1(C2)CC(C1)C1=NC(=NN1)C1CC1)C [3-[3-(5-cyclopropyl-3-methyl-pyrazol-1-yl)-1-bicyclo[1.1.1]pentanyl]azetidin-1-yl]-[6-(3-cyclopropyl-1H-1,2,4-triazol-5-yl)-2-azaspiro[3.3]heptan-2-yl]methanone